OCC(=O)N1CC2(C1)CCN(CC2)C(=O)OC(C)(C)C tert-butyl 2-(2-hydroxyacetyl)-2,7-diazaspiro[3.5]nonane-7-carboxylate